N-[(6-Amino-2-pyridyl)sulfonyl]-6-tert-butyl-2-phenoxypyridin-3-carboxamid NC1=CC=CC(=N1)S(=O)(=O)NC(=O)C=1C(=NC(=CC1)C(C)(C)C)OC1=CC=CC=C1